ruthenium-gold-platinum-indium [In].[Pt].[Au].[Ru]